FC1(CC(C1)S(=O)(=O)Cl)F 3,3-difluorocyclobutane-1-sulfonyl chloride